3-Isobutyl-9,10-dimethoxy-1,3,4,6,7,11b-hexahydro-pyrido[2,1-a]isoquinolin-2-one C(C(C)C)C1C(CC2N(CCC3=CC(=C(C=C23)OC)OC)C1)=O